N[C@H](COC=1C=CC(=C(C(=O)NC2(CC2)C2=CC(=CC3=CC=CC=C23)Br)C1)C)C (S)-5-(2-Aminopropoxy)-N-(1-(3-bromonaphthalen-1-yl)cyclopropyl)-2-methylbenzamide